8-chloro-5-((2-(3-(6-fluoro-[1,2,4]triazolo[4,3-a]pyridin-7-yl)propyl)-2-azaspiro[3.3]heptan-6-yl)methyl-d2)-2-methylphthalazin-1(2H)-one ClC=1C=CC(=C2C=NN(C(C12)=O)C)C([2H])([2H])C1CC2(CN(C2)CCCC2=CC=3N(C=C2F)C=NN3)C1